N-[2-(diethylamino)ethyl]oleoyl-amine hydrochloride Cl.C(C)N(CCNC(CCCCCCC\C=C/CCCCCCCC)=O)CC